FC=1C=C(C#N)C=CC1N1CCC2(C[C@@H]3OC[C@H](N3C2=O)C2=CC=CC=C2)CC1 3-fluoro-4-[(3'R,7a'S)-5'-oxo-3'-phenyltetrahydro-1H,5'H-spiro[piperidine-4,6'-pyrrolo[2,1-b][1,3]oxazol]-1-yl]benzonitrile